3-tert-butyl-N-[6-{2-[3,5-dimethyl-1-(propan-2-yl)-1H-pyrazol-4-yl]-1H-imidazo[4,5-b]pyridin-7-yl}-1,2,3,4-tetrahydronaphthalen-1-yl]-1,2,4-oxadiazole-5-carboxamide C(C)(C)(C)C1=NOC(=N1)C(=O)NC1CCCC2=CC(=CC=C12)C1=C2C(=NC=C1)N=C(N2)C=2C(=NN(C2C)C(C)C)C